3-(1-(trans-3-(3-aminopropyl)cyclobutyl)-1H-pyrazol-4-yl)-N-(oxetan-3-yl)quinoxalin-6-amine NCCC[C@@H]1C[C@H](C1)N1N=CC(=C1)C=1C=NC2=CC=C(C=C2N1)NC1COC1